ClC=1C=C(CN2C(=CC3=C(C=CC=C23)N2CCN(CC2)C)C(F)(F)F)C=CC1Cl 1-(3,4-Dichlorobenzyl)-4-(4-Methylpiperazin-1-Yl)-2-(Trifluoromethyl)-1H-Indole